N1=CC(=CC=C1)CN1[C@H]2CC(C[C@@H]1CC2)NC(=O)C2=CC=C1C=CNC1=C2 N-((1R,3s,5S)-8-(Pyridin-3-ylmethyl)-8-azabicyclo[3.2.1]octan-3-yl)-1H-indol-6-carboxamid